vinylpyridinium C(=C)[N+]1=CC=CC=C1